2-fluoro-8-methyl-7a,8,9,10-tetrahydro-7H-indolo[7,1-fg][1,7]naphthyridine FC=1C=C2C=CN3C2=C(C2=CCCN(C2C3)C)C1